C(CCCCCCCCCCC(=O)N)(=O)N dodecanedioamide